2-([1,1'-biphenyl]-4-ylmethyl)-2-(((2R,3S,4R,5R)-5-(6-amino-2-chloro-9H-purin-9-yl)-3-ethynyl-3,4-dihydroxytetrahydrofuran-2-yl)methoxy)malonic acid C1(=CC=C(C=C1)CC(C(=O)O)(C(=O)O)OC[C@H]1O[C@H]([C@@H]([C@@]1(O)C#C)O)N1C2=NC(=NC(=C2N=C1)N)Cl)C1=CC=CC=C1